N-methyl-5-(piperazin-1-yl)picolinamide CNC(C1=NC=C(C=C1)N1CCNCC1)=O